1-benzyl 4-methyl 4-(cyclohexyloxy)piperidine-1,4-dicarboxylate C1(CCCCC1)OC1(CCN(CC1)C(=O)OCC1=CC=CC=C1)C(=O)OC